tert-Butyl 4-hydroxy-3,3-dimethyl-4-((2-oxopyrazin-1(2H)-yl)methyl)piperidine-1-carboxylate OC1(C(CN(CC1)C(=O)OC(C)(C)C)(C)C)CN1C(C=NC=C1)=O